FC(C=1C=C(C=C(C1)C(F)(F)F)C1=C2C=CC(=C(C2=CC=C1)C1=C(C=CC2=CC=CC=C12)OC)OC)(F)F (S)-5-(3,5-bistrifluoromethylphenyl)-2,2'-dimethoxy-1,1'-binaphthyl